OC(C(=O)O)CCCCCCCCCCCCCC(C)C.FC1(CCN(CCC1)C=1C=NC2=CC=CC=C2N1)F 3-(4,4-difluoroazepan-1-yl)quinoxaline hydroxyisostearate